FC=1C=CC(=C2C=C(N(C12)CCNC1=CC(=NC=N1)C=1C=C2CN(C(C2=CC1)=O)C)C)C 5-{6-[2-(7-Fluoro-2,4-dimethyl-indol-1-yl)-ethylamino]-pyrimidin-4-yl}-2-methyl-2,3-dihydro-isoindol-1-one